FC=1C=C(C=NC1C)[C@H]1N(OCC1)C(=O)[C@@H]1CCN(CC12CC2)C2=NC=NC(=C2)C=2N(N=CN2)C [(3S)-3-(5-fluoro-6-methylpyridin-3-yl)-1,2-oxazolidin-2-yl]-[(8R)-5-[6-(2-methyl-1,2,4-triazol-3-yl)pyrimidin-4-yl]-5-azaspiro[2.5]octan-8-yl]methanone